3-((3-(8-(4-cyanophenyl)-3,4-dihydro-2H-pyrido[4,3-b][1,4]oxazine-4-carbonyl)azetidin-1-yl)sulfonyl)benzonitrile C(#N)C1=CC=C(C=C1)C1=CN=CC2=C1OCCN2C(=O)C2CN(C2)S(=O)(=O)C=2C=C(C#N)C=CC2